CC1=C(C2=CC=CC=C2C=C1)C(=O)P(C1=C(C=CC(=C1)C)C)(C(=O)C1=C(C=CC2=CC=CC=C12)C)=O bis-(2-methyl-1-naphthoyl)-2,5-dimethyl-phenylphosphine oxide